4-butylene oxalate C1(C(=O)OCCCCO1)=O